C(=O)O.NC1CCN(CC1)C1=CC(=C(C(=N1)C1=CC(=C(C=C1)C#N)F)C1=CC(=C(C=C1)/C=C/C(=O)NO)O)OC (E)-3-(4-(6-(4-Aminopiperidin-1-yl)-2-(4-cyano-3-fluorophenyl)-4-methoxypyridin-3-yl)-2-hydroxyphenyl)-N-hydroxyacrylamide formate